3-(2-hydroxyethyl)-7,10-dimethoxy-2,3,4,5-tetrahydro-1H-naphtho[2,3-d]azepine-6,11-dione OCCN1CCC2=C(CC1)C(C1=C(C=CC(=C1C2=O)OC)OC)=O